Tetrasodium 2,2'-((cyclohexane-1,4-diylbis(methylene))bis(azanediyl))disuccinic acid C1(CCC(CC1)CNC(C(=O)O)CC(=O)O)CNC(C(=O)O)CC(=O)O.[Na].[Na].[Na].[Na]